BrC1=CC=C(C(=N1)NC(=O)[C@H]1N([C@@H]2C[C@@]2(C1)C)C(CN1N=C(C2=CC(=CC(=C12)C)C=1C=NC(=NC1)C)I)=O)C (1R,3S,5R)-N-(6-bromo-3-methylpyridin-2-yl)-2-(2-(3-iodo-7-methyl-5-(2-methylpyrimidin-5-yl)-1H-indazol-1-yl)acetyl)-5-methyl-2-azabicyclo[3.1.0]hexane-3-carboxamide